2,2'-[(1-methylethylidene)bis(cyclohexane-4,1-diyloxymethylene)]bisoxirane CC(C)(C1CCC(CC1)OCC1OC1)C1CCC(CC1)OCC1OC1